C1=CC=C(C=C1)C(=O)C(=O)[O-] The molecule is a member of the class of glyoxylates, that is obtained by removal of a proton from the carboxylic acid group of phenylglyoxylic acid. It has a role as a human xenobiotic metabolite. It derives from a glyoxylate. It is a conjugate base of a phenylglyoxylic acid.